ClC=1C=C(C(=NC1)OC=1C(=CC=2N(N1)C=C(N2)C(=O)OCC)C)OCC(F)F Ethyl 6-((5-chloro-3-(2,2-difluoroethoxy)pyridin-2-yl)oxy)-7-methylimidazo[1,2-b]pyridazine-2-carboxylate